COC(C1=CC(=CC=C1)C1N(CCC1)C1=C(C=C(C=C1)C(F)(F)F)Cl)=O 3-(1-(2-Chloro-4-(trifluoromethyl)phenyl)pyrrolidin-2-yl)benzoic acid methyl ester